C1(CC1)C1=C(C(=NO1)C1=C(C=CC=C1Cl)Cl)C(=O)O[C@H]1[C@@H]2CN([C@H](C1)C2)C2=CC=C(C(=O)O)C=C2 4-[(1s,4s,5r)-5-[5-cyclopropyl-3-(2,6-dichlorophenyl)-1,2-oxazole-4-carbonyloxy]-2-azabicyclo[2.2.1]heptan-2-yl]benzoic acid